(5-fluoro-2-methoxybenzyl)-3-(2-(pyridin-2-yl)vinyl)-1H-indazole FC=1C=CC(=C(CN2N=C(C3=CC=CC=C23)C=CC2=NC=CC=C2)C1)OC